tert-butyl (S)-2-(4-(2-aminopyridin-4-yl)indoline-1-carbonyl)-pyrrolidine-1-carboxylate NC1=NC=CC(=C1)C1=C2CCN(C2=CC=C1)C(=O)[C@H]1N(CCC1)C(=O)OC(C)(C)C